4-((5-methanesulfonyl-1,3-benzodiazol-1-yl)methyl)phenylboronic acid CS(=O)(=O)C1=CC2=C(N(C=N2)CC2=CC=C(C=C2)B(O)O)C=C1